N1-(5-chloro-2-ethoxybenzyl)ethane-1,2-diamine hydrochloride Cl.ClC=1C=CC(=C(CNCCN)C1)OCC